C(#N)C1=C2C[C@H](CNC2=CC=C1)[C@@H](C1=CC=CC=C1)NC[C@@H](C)C=1C=C(C=CC1)CC(=O)O |o1:21| 2-(3-((S or R)-1-(((S)-((R)-5-cyano-1,2,3,4-tetrahydroquinolin-3-yl)(phenyl)methyl)amino)propan-2-yl)phenyl)acetic acid